COC(CCC=1C(=C(C=C(C1)C)C(C)(C)C)O)=O 3-[3-(tert-butyl)-4-hydroxy-5-tolyl]propionic acid methyl ester